C(C)(C)(C)NC1=NC2=CC(=C(C=C2C(=C1)OC1=CC=C(N)C=C1)OC)OC1CCN(CC1)C(C)=O 4-((2-tert-butylamino-6-methoxy-7-((1-acetylpiperidin-4-yl)oxy)quinolin-4-yl)oxy)aniline